ClC=1C=C(C#N)C=C(C1)OC=1C=CC2=C(S(C(C2O)(F)F)=O)C1C(F)F 3-chloro-5-((7-(difluoromethyl)-2,2-difluoro-3-hydroxy-1-oxido-2,3-dihydrobenzo[b]thiophen-6-yl)oxy)benzonitrile